C1(CCCCCCCCCC1)NCC(=O)O N-cycloundecylglycine